Sodium (5-(1-cyclopropyl)-7-fluoro-3-methyl-2,3-dihydrobenzofuran-4-yl)oxymethylphosphate C1(CC1)C=1C=C(C2=C(C(CO2)C)C1OCOP(=O)([O-])[O-])F.[Na+].[Na+]